5-(thiazol-2-yl)pyridin S1C(=NC=C1)C=1C=CC=NC1